C1=CC=CC=2C3=CC=CC=C3C(C12)COC(=O)N[C@H](C(=O)O)CCCCNC1CCCCC1 (S)-2-(((9H-fluoren-9-yl)methoxy)carbonylamino)-6-(cyclohexylamino)hexanoic acid